3-(chloromethyl)-2-ethyl-benzoic acid methyl ester COC(C1=C(C(=CC=C1)CCl)CC)=O